1-[(2R)-2-[4-(2-chloro-4-fluoro-phenyl)-2-oxo-chromen-7-yl]oxypropionyl]piperidine-4-carboxylic acid methyl ester COC(=O)C1CCN(CC1)C([C@@H](C)OC1=CC=C2C(=CC(OC2=C1)=O)C1=C(C=C(C=C1)F)Cl)=O